C(#N)N1CC2(C(NC3=CC(=CC=C3C2)C(=O)NC)=O)CC1 1-cyano-N-methyl-2'-oxo-1',4'-dihydro-2'H-spiro[pyrrolidine-3,3'-quinoline]-7'-carboxamide